4-(2-isopropyl-1-(4-(4-chlorophenoxy)phenyl)-1H-imidazol-4-yl)piperidine tert-butyl-((6-(4-fluorophenyl)-4-(1-methyl-1H-pyrazol-3-yl)pyridin-3-yl)methyl)carbamate C(C)(C)(C)N(C(O)=O)CC=1C=NC(=CC1C1=NN(C=C1)C)C1=CC=C(C=C1)F.C(C)(C)C=1N(C=C(N1)C1CCNCC1)C1=CC=C(C=C1)OC1=CC=C(C=C1)Cl